CO[C@H]([C@H](C(=O)N[C@H](C(=O)OC)CC1=CSC=C1)C)[C@H]1N(CCC1)C(=O)OC(C)(C)C tert-Butyl (S)-2-((1R,2R)-1-methoxy-3-(((S)-1-methoxy-1-oxo-3-(thiophen-3-yl)propan-2-yl)amino)-2-methyl-3-oxopropyl)pyrrolidine-1-carboxylate